[4-[5-[[2-[3,5-bis(trifluoromethyl)phenyl]-2-methylpropanoyl]-methylamino]-4-(2-methylphenyl)pyridin-2-yl]-1-methylpiperazin-1-ium-1-yl]methyl hydrogen phosphate P(=O)(OC[N+]1(CCN(CC1)C1=NC=C(C(=C1)C1=C(C=CC=C1)C)N(C)C(C(C)(C)C1=CC(=CC(=C1)C(F)(F)F)C(F)(F)F)=O)C)(O)[O-]